7-cyclopropyl-5-fluoro-4-methyleneisochromane C1(CC1)C1=CC(=C2C(COCC2=C1)=C)F